ClC1=C(C(=CC=C1)Cl)C=CC(C)=NOCC1=C(C=CC=C1)C(C(=O)NC)=NOC 2-(2-(3-(2,6-dichlorophenyl)-1-methyl-allylideneamino-oxymethyl)-phenyl)-2-methoxyimino-N-methyl-acetamide